4-(((4-Methoxybenzyl)(methyl)amino)methyl)-3,4-dihydroquinolin-2(1H)-one COC1=CC=C(CN(C)CC2CC(NC3=CC=CC=C23)=O)C=C1